androstane-1-ene-3,17-dione C[C@@]12C(CC[C@H]1[C@@H]1CCC3CC(C=C[C@]3(C)[C@H]1CC2)=O)=O